3-methyl-6-phenyl-7-(2,4-dichlorobenzoyl)-6,7-dihydro-5H-[1,2,4]triazolo[3,4-b][1,3,4]thiadiazine CC1=NN=C2SC(C(NN21)C2=CC=CC=C2)C(C2=C(C=C(C=C2)Cl)Cl)=O